ethyl 2-{2,5-difluoro-4-[2-(morpholin-4-yl)ethoxy]phenyl}acetate FC1=C(C=C(C(=C1)OCCN1CCOCC1)F)CC(=O)OCC